trans-benzyl 3-amino-4-hydroxypiperidine-1-carboxylate N[C@@H]1CN(CC[C@H]1O)C(=O)OCC1=CC=CC=C1